C(C)OC(=O)C=1N(C2=CC(=CC=C2C(C1C)=O)C1=NC(=NC=C1F)N[C@H]1[C@@H](COCC1)O)C(C)C 7-(5-fluoro-2-(((3s,4r)-3-hydroxytetrahydro-2H-pyran-4-yl)amino)pyrimidin-4-yl)-1-isopropyl-3-methyl-4-oxo-1,4-dihydroquinoline-2-carboxylic acid ethyl ester